4-((3-(4-(tert-butoxycarbonyl)piperazine-1-carbonyl)phenyl)carbamoyl)-2-(6-methoxy-2',6'-dimethyl-[1,1'-biphenyl]-3-yl)-5-methyl-1H-imidazole 3-oxide C(C)(C)(C)OC(=O)N1CCN(CC1)C(=O)C=1C=C(C=CC1)NC(=O)C=1[N+](=C(NC1C)C=1C=C(C(=CC1)OC)C1=C(C=CC=C1C)C)[O-]